C(C)(C)(C)C1=CC=C(CN(C(=O)[C@@H]2N(CC2)S(=O)(=O)C2=C(C(=C(C(=C2F)F)F)F)F)C2=C(C=C(C(=O)O)C=C2)F)C=C1 (R)-4-(N-(4-(tert-butyl)benzyl)-1-((perfluorophenyl)sulfonyl)azetidine-2-carboxamido)-3-fluorobenzoic acid